CSC1(CC(=CC=C1)SC)O 1,3-bis(methylthio)phenol